C(C)(C)(C)OC(=O)N(C)NC(=O)C1(CCOC2=C(C=CC=C12)CCC(=O)OCC)C Ethyl 3-[4-[[tert-butoxycarbonyl(methyl)amino]carbamoyl]-4-methyl-chroman-8-yl]propanoate